2,3,4,5-tetrafluoro-N-(3-fluoro-4-methoxyphenyl)-6-(neopentyloxy)-N-(prop-2-yn-1-yl)benzenesulfonamide FC1=C(C(=C(C(=C1F)F)F)OCC(C)(C)C)S(=O)(=O)N(CC#C)C1=CC(=C(C=C1)OC)F